BrCC1(OCC(O1)C)C1=C(C=C(C=C1)OC1=CC=C(C=C1)Cl)Cl 2-bromomethyl-2-[2-chloro-4-(4-chlorophenoxy)phenyl]-4-methyl-1,3-dioxolane